(Z)-9-chloro-10H-phenoxazine-3-carbaldehyde oxime ClC=1C=CC=C2OC=3C=C(C=CC3NC12)\C=N/O